propanesulfonic acid methyl ester COS(=O)(=O)CCC